2-methoxy-6-ethyl-aniline COC1=C(N)C(=CC=C1)CC